N-(6-(4-(cyanomethyl)-1H-imidazol-1-yl)-5-fluoropyridin-3-yl)-2-(2-fluoro-3-(trifluoromethyl)phenyl)acetamide C(#N)CC=1N=CN(C1)C1=C(C=C(C=N1)NC(CC1=C(C(=CC=C1)C(F)(F)F)F)=O)F